2-{trans-4-[5-({[tert-butyl-(diphenyl)silyl]oxy}methyl)-4-methyl-4H-1,2,4-triazol-3-yl]cyclohexyl}oxirane-2-carbaldehyde C(C)(C)(C)[Si](OCC=1N(C(=NN1)[C@@H]1CC[C@H](CC1)C1(OC1)C=O)C)(C1=CC=CC=C1)C1=CC=CC=C1